CN1N=C(C=C1NC(C1=C(C=CC=C1)NC1=CC=C(C=C1)C)=O)C(F)(F)F N-(1-methyl-3-(trifluoromethyl)-1H-pyrazol-5-yl)-2-(p-toluylamino)benzamide